1,5-diphenyl-1,4-Pentadien-3-one C1(=CC=CC=C1)C=CC(C=CC1=CC=CC=C1)=O